dimethoxy(2-naphthyl)(4-vinylphenyl)silane CO[Si](C1=CC=C(C=C1)C=C)(C1=CC2=CC=CC=C2C=C1)OC